CC1(N(CCC1)CC#N)C (2,2-dimethylpyrrolidin-1-yl)acetonitrile